BrC1=CC(=C(C=C1)C1=CC=2C(=NC(=CC2C2CC2)C(=O)N2[C@@H](C3=CC=CC=C3CC2)C)S1)F (R)-(2-(4-bromo-2-fluorophenyl)-4-cyclopropylthieno[2,3-b]pyridin-6-yl)(1-methyl-3,4-dihydroisoquinolin-2(1H)-yl)methanone